N[C@H]1[C@@H](COC1)OC=1C=C2CN(C(C2=CC1)=O)C1C(NC(CC1)=O)=O 3-(5-(((3s,4r)-4-aminotetrahydrofuran-3-yl)oxy)-1-oxoisoindolin-2-yl)piperidine-2,6-dione